3-ethoxy-2-((1,2,3,4-tetrahydro-9H-carbazol-9-yl)methyl)benzoic acid C(C)OC=1C(=C(C(=O)O)C=CC1)CN1C2=CC=CC=C2C=2CCCCC12